6-ethoxy-7,9-dihydro-8H-purin-8-one C(C)OC1=C2NC(NC2=NC=N1)=O